(2-methoxy-4-(methoxycarbonyl)phenyl)sulfonic acid COC1=C(C=CC(=C1)C(=O)OC)S(=O)(=O)O